[1,1'-bis(diphenyl-Phosphino)ferrocene] palladium dichloride [Pd](Cl)Cl.C1(=CC=CC=C1)P([C-]1C=CC=C1)C1=CC=CC=C1.[C-]1(C=CC=C1)P(C1=CC=CC=C1)C1=CC=CC=C1.[Fe+2]